sodium chloride, magnesium salt [Mg+2].[Cl-].[Na+].[Cl-].[Cl-]